C(#N)C1CN(C1)C(=O)O[C@@H]1CC[C@H](CC1)C(N(C[C@@H]1CC[C@H](CC1)C1=NC(=C(C=C1)OC)C)C1=NC=CC(=C1)C=1N=C(OC1)C1CC1)=O trans-4-((4-(2-Cyclopropyloxazol-4-yl) pyridine-2-yl)((trans-4-(5-methoxy-6-methylpyridin-2-yl)cyclohexyl)methyl) carbamoyl)cyclohexyl 3-cyanoazetidine-1-carboxylate